2-(3-(3-(2,4-difluorophenyl)-4-oxo-3,4-dihydrophthalazin-1-yl)phenyl)acetic acid FC1=C(C=CC(=C1)F)N1N=C(C2=CC=CC=C2C1=O)C=1C=C(C=CC1)CC(=O)O